C(C)OCC1(CCN(CC1)C1(CCCCC1)C=1C=CC(=NC1)C)CCC1=CC=CC=C1 5-(1-(4-(ethoxymethyl)-4-phenethyl-piperidin-1-yl)cyclohexyl)-2-methylpyridine